ClC1=C(C=C(C=2C([C@]3(C(=CC(C[C@H]3C)=O)OC)OC21)=O)OC)C2=NN(C=C2)CCOC (2S,5'R)-7-chloro-3',4-dimethoxy-6-[1-(2-methoxyethyl)pyrazol-3-yl]-5'-methyl-spiro[benzofuran-2,4'-cyclohex-2-ene]-1',3-dione